C(C)N1C2=C([C@@H]([C@@H](C1=O)NC(C1=CC(=CC=C1)C(F)(F)F)=O)C1=CC=C(C=C1)F)C(=NN2C2=CC=CC=C2)CNS(=O)(=O)C N-[(4S,5S)-7-ethyl-4-(4-fluorophenyl)-3-(methanesulfonamidomethyl)-6-oxo-1-phenyl-1H,4H,5H,6H,7H-pyrazolo[3,4-b]pyridin-5-yl]-3-(trifluoromethyl)benzamide